N'-(tertbutyldimethylsilyl)-4-propionylthiophene-2-sulfonimidamide C(C)(C)(C)[Si](N=S(=O)(N)C=1SC=C(C1)C(CC)=O)(C)C